tert-Butyl 2-(3-acetyl-7-methyl-5-(4,4,5,5-tetramethyl-1,3,2-dioxaborolan-2-yl)-1H-indazol-1-yl)acetate C(C)(=O)C1=NN(C2=C(C=C(C=C12)B1OC(C(O1)(C)C)(C)C)C)CC(=O)OC(C)(C)C